C(C)(C)C1=CC=C(C=C1)NC1=NS(C2=C(N1)C(=CC=C2)C=2C(=NNC2)C)(=O)=O 3-((4-isopropylphenyl)amino)-5-(3-methyl-1H-pyrazol-4-yl)-4H-benzo[e][1,2,4]thiadiazine 1,1-dioxide